N-hydroxysulphonamide tert-Butyl-N-[(4-bromo-3-methyl-phenyl)methyl]carbamate C(C)(C)(C)OC(NCC1=CC(=C(C=C1)Br)C)=O.ONS(=O)=O